[2H2]-serine N([C@@H](CO)C(=O)O)([2H])[2H]